2-butyl-1H-imidazo[4,5-d]thiophen C(CCC)C1=NC2=C(C=CS2)N1